FC1=C(C=CC(=C1F)N1CCN(CC1)C1CCOCC1)C1=CC2=C(C(=N1)C)C=C(N2C)C2=CC=C(C=C2)S(=O)(=O)C 6-(2,3-Difluoro-4-(4-(tetrahydro-2H-pyran-4-yl)piperazin-1-yl)phenyl)-1,4-dimethyl-2-(4-(methylsulfonyl)phenyl)-1H-pyrrolo[3,2-c]pyridin